N-[(1S)-1-[[(3-amino-3-oxo-propyl)-[(2S)-2-chloro-2-fluoro-acetyl]amino]carbamoyl]-3-methyl-butyl]-4-methoxy-1H-indole-2-carboxamide NC(CCN(C([C@@H](F)Cl)=O)NC(=O)[C@H](CC(C)C)NC(=O)C=1NC2=CC=CC(=C2C1)OC)=O